C1(=CC=C(C=C1)NC(OC1=CC=C(C=C1)[N+](=O)[O-])=O)C p-nitrophenyl p-toluylcarbamate